2-ethoxy-N-(1-(3-((2-hydroxyethyl)carbamoyl)phenyl)ethyl)-5-isobutyrylaminobenzamide C(C)OC1=C(C(=O)NC(C)C2=CC(=CC=C2)C(NCCO)=O)C=C(C=C1)NC(C(C)C)=O